(RS)-2-(10H-9-oxa-1-azaanthracene-6-yl)propionic acid N1=CC=CC=2CC3=CC(=CC=C3OC12)[C@H](C(=O)O)C |r|